biscyclohexyl-[3-isopropoxy-2',4',6'-triisopropyl-(1,1'-biphenyl)-2-yl]phosphine C1(CCCCC1)P(C1=C(C=CC=C1OC(C)C)C1=C(C=C(C=C1C(C)C)C(C)C)C(C)C)C1CCCCC1